C(C)C1=NC(=NO1)C=1C=C2CCC(C2=CC1)C(=O)NC1=CC=CC=C1 5-(5-Ethyl-1,2,4-oxadiazol-3-yl)-N-phenyl-2,3-dihydro-1H-inden-1-carboxamid